5-bromo-2,2-dimethyl-2,3-dihydrobenzofuran BrC=1C=CC2=C(CC(O2)(C)C)C1